2,4-dichloro-5-isopropyl-7-methylimidazo[1,5-b]pyridazine ClC=1C=C(C=2N(N1)C(=NC2C(C)C)C)Cl